[N+](=O)([O-])C1=CC=C2C3(CN(C(C2=C1)=O)CC1OC1)CC3 7'-Nitro-2'-(oxiran-2-ylmethyl)-2',3'-dihydro-1'H-spiro[cyclopropane-1,4'-isoquinoline]-1'-one